(S)-3-(2-methoxypyrimidin-5-yl)-3-((1R,3R)-3-(2-(5,6,7,8-tetrahydro-1,8-naphthyridin-2-yl)ethyl)cyclobutanecarboxamido)propionic acid COC1=NC=C(C=N1)[C@H](CC(=O)O)NC(=O)C1CC(C1)CCC1=NC=2NCCCC2C=C1